(5-(2-fluorobenzoyl)-1-methyl-1H-pyrrol-2-yl)(8-oxa-2-azaspiro[4.5]decan-2-yl)methanone FC1=C(C(=O)C2=CC=C(N2C)C(=O)N2CC3(CC2)CCOCC3)C=CC=C1